C=C1C=2C(OCCC1)=CSC2C(=O)O 5-methylene-3,4-dihydro-2H-thieno[3,4-b]oxepine-6-carboxylic acid